2-(dinonylamino)-1-(piperazin-1-yl)ethan C(CCCCCCCC)N(CCN1CCNCC1)CCCCCCCCC